N-(2-carboxyethyl)-N-[2-[(2-hydroxyethyl)amino]ethyl]β-Alanine C(=O)(O)CCN(CCC(=O)O)CCNCCO